N,N'-(hexane-1,6-diyl)bis(phosphinocarboxamide) C(CCCCCNC(=O)P)NC(=O)P